1-Methyl-pyrazol-4-ol CN1N=CC(=C1)O